COC(=O)C1=C(N(C=2N=CN=C(C21)N)C(C)(C)C)Cl 4-amino-6-chloro-7-(tert-butyl)-7H-pyrrolo[2,3-d]pyrimidine-5-carboxylic acid methyl ester